nicotinamide-D4 [2H]C1=C(C(=C(N=C1[2H])[2H])C(=O)N)[2H]